C1(CC1)C=1C=C2C=CNC2=C(C1)C 5-cyclopropyl-7-methyl-1H-indole